NC=1C(N(N(C1N1CCCC1)CC)CC)=O 4-amino-1,2-diethyl-5-(pyrrolidin-1-yl)-1,2-dihydro-pyrazol-3-one